FC(C=1C(=C(C=CC1)[C@@H](C)NC1=NC(=NC2=CC(=C(C=C12)NC=1OC=CN1)OC)C)F)F (R)-N4-(1-(3-(difluoromethyl)-2-fluorophenyl)ethyl)-7-methoxy-2-methyl-N6-(oxazol-2-yl)quinazoline-4,6-diamine